2-[6-(Ethylamino)-4-[2-methyl-4-(4-methyl-1,2,4-triazol-3-yl)pyrazol-3-yl]pyridin-2-yl]-6-({[(1R,2S)-2-hydroxycyclopentyl]amino}methyl)-4-(trifluoromethyl)-3H-isoindol-1-one C(C)NC1=CC(=CC(=N1)N1C(C2=CC(=CC(=C2C1)C(F)(F)F)CN[C@H]1[C@H](CCC1)O)=O)C=1N(N=CC1C1=NN=CN1C)C